FC1=C(C=CC(=C1F)OC)C1=CN=C2N1C=CN=C2NC2=CC(=C(C(=O)NCCCS(=O)(=O)N1CCNCC1)C=C2)C 4-((3-(2,3-difluoro-4-methoxy-phenyl)imidazo[1,2-a]pyrazin-8-yl)amino)-2-methyl-N-(3-(piperazin-1-ylsulfonyl)propyl)benzamide